CC1(OC2=CC=C3C(=C2C=C1)OC[C@H](C3)C3=C(C=C(C=C3)O)O)C 4-[(3R)-8,8-Dimethyl-3,4-dihydro-2H-pyrano[6,5-f]chromen-3-yl]BenZene-1,3-diol